CNC1=CC=C(C=C1)CC1=CC=C(C=C1)NC bis(4-methylaminophenyl)methane